3,4-dihydroxy-5-prenyl-(E)-cinnamic acid OC=1C=C(/C=C/C(=O)O)C=C(C1O)CC=C(C)C